BrC1=CC(=C(N)C(=C1)[N+](=O)[O-])[N+](=O)[O-] 4-bromo-2,6-dinitroaniline